6,7,8,9-Tetrahydro-2,2a,5,6-tetraazabenzo[cd]azulene-4-carboxylic acid C1=NN2C=3C(NCCCC13)=NC(=C2)C(=O)O